(5-(6-((1R,6S)-3-oxabicyclo[4.1.0]heptan-6-yl)-4-fluoro-1H-benzo[d]imidazol-2-yl)-1H-pyrrol-3-yl)(2-(trifluoromethyl)pyridin-3-yl)methanone [C@@H]12COCC[C@]2(C1)C=1C=C(C2=C(NC(=N2)C2=CC(=CN2)C(=O)C=2C(=NC=CC2)C(F)(F)F)C1)F